C(N)(OC1=NC(=CC=C1)CBr)=O (6-(bromomethyl) pyridin-2-yl) carbamate